C(CCCCCC)C=1C=C(C=C(C1[C@H]1[C@@H](CCC(=C1)C)C(=C)C)O)O (1'R,2'R)-6-heptyl-5'-methyl-2'-(prop-1-en-2-yl)-1',2',3',4'-tetrahydro-[1,1'-biphenyl]-2,4-diol